8-(4-nitrophenyl)-1,4-dioxaspiro[4.5]decane [N+](=O)([O-])C1=CC=C(C=C1)C1CCC2(OCCO2)CC1